4-chloro-2-mesylphenyl 5-cyclopropyl-1,2-oxazol-4-yl ketone C1(CC1)C1=C(C=NO1)C(=O)C1=C(C=C(C=C1)Cl)S(=O)(=O)C